2-((11-(4-(trimethylsilyl)phenyl)undecyl)oxy)ethyl hydrogen ((((R)-1-(6-amino-9H-purin-9-yl)propan-2-yl)oxy)methyl)phosphonate NC1=C2N=CN(C2=NC=N1)C[C@@H](C)OCP(OCCOCCCCCCCCCCCC1=CC=C(C=C1)[Si](C)(C)C)(O)=O